2-(2-bromo-4,5-dichloro-phenyl)acetaldehyde BrC1=C(C=C(C(=C1)Cl)Cl)CC=O